7-(3-(4-chloropyridin-3-yl)-7,8-dihydro-1,6-naphthyridin-6(5H)-yl)-2,8,9-trimethyl-4H-pyrimido[1,2-b]pyridazin-4-one ClC1=C(C=NC=C1)C=1C=NC=2CCN(CC2C1)C=1C(=C(C=2N(N1)C(C=C(N2)C)=O)C)C